Cl.CC=1C(=NC=C(C1)C)NC1CN(C1)C(=O)C1=CC=C(C=C1)[C@@]1(C(NC(N1)=O)=O)C(C)C (R)-5-{4-[3-(3,5-dimethylpyridin-2-ylamino)azetidine-1-carbonyl]phenyl}-5-isopropylimidazolidine-2,4-dione-hydrochloride